[F-].C(C)[NH+]1C(CCC1)CC 1,2-diethylpyrrolidinium fluoride